CC=1N=C2N(C(NC=3C(=C(C=CC23)CO)F)=O)C1 methyl-7-fluoro-8-(hydroxymethyl)imidazo[1,2-c]quinazolin-5(6H)-one